butyl (octyl) phthalate C(C=1C(C(=O)OCCCCCCCC)=CC=CC1)(=O)OCCCC